6-(2-fluoro-3-methoxyphenyl)-2-(1-methyl-1H-imidazol-2-yl)-5-(1-methyl-1H-pyrazol-3-yl)pyrrolo[2,1-f][1,2,4]triazin-4-ol FC1=C(C=CC=C1OC)C=1C(=C2C(=NC(=NN2C1)C=1N(C=CN1)C)O)C1=NN(C=C1)C